CN1C=NC=C1CN 1-(1-methyl-1H-imidazol-5-yl)methaneamine